[4,8-bis-carboxymethyl-11-(2,5-dioxo-3-sulfo-pyrrolidin-1-yloxycarbonylmethyl)-1,4,8,11-tetraaza-cyclotetradec-1-yl]-acetic acid C(=O)(O)CN1CCN(CCCN(CCN(CCC1)CC(=O)O)CC(=O)ON1C(C(CC1=O)S(=O)(=O)O)=O)CC(=O)O